3a-Hydroxy-7-oxo-5β-cholanoyltaurine O[C@H]1C[C@H]2CC([C@H]3[C@@H]4CC[C@H]([C@@H](CCC(=O)NCCS(=O)(=O)O)C)[C@]4(CC[C@@H]3[C@]2(CC1)C)C)=O